1-(3,8-diazabicyclo[3.2.1]octan-3-yl)-6-(8-ethynyl-3-hydroxynaphthalen-1-yl)-3-((tetrahydro-1H-pyrrolizin-7a(5H)-yl)methoxy)-5,6,7,8-tetrahydro-2,6-naphthyridine-4-carbonitrile C12CN(CC(CC1)N2)C2=NC(=C(C=1CN(CCC21)C2=CC(=CC1=CC=CC(=C21)C#C)O)C#N)OCC21CCCN1CCC2